4-((Trans)-3,4-dihydroxypyrrolidin-1-yl)-1-(o-tolyl)-7-(trifluoromethyl)quinazolin-2(1H)-one O[C@@H]1CN(C[C@H]1O)C1=NC(N(C2=CC(=CC=C12)C(F)(F)F)C1=C(C=CC=C1)C)=O